2,2'-(4-((1-methoxynaphthalen-2-yl)methyl)-1,4,7,10-tetraazacyclododecane-1,7-diyl)diacetic acid COC1=C(C=CC2=CC=CC=C12)CN1CCN(CCNCCN(CC1)CC(=O)O)CC(=O)O